FC(C1=C(CN2N=CC(=C2)N)C=CC(=C1)C(F)(F)F)(F)F 1-(2,4-bis(trifluoromethyl)benzyl)-1H-pyrazol-4-amine